C1(CC1)C1=NNC(=N1)C1CC2(CN(C2)C(=O)N2CC3(C2)CC(C3)OC=3C=NN(C3)C)C1 [6-(3-cyclopropyl-1H-1,2,4-triazol-5-yl)-2-azaspiro[3.3]heptan-2-yl]-[6-(1-methylpyrazol-4-yl)oxy-2-azaspiro[3.3]heptan-2-yl]methanone